1-bromomethyl-2-methyl-1H-imidazole BrCN1C(=NC=C1)C